4-(2-(4-(2-(adamantan-1-ylamino)ethyl)piperazin-1-yl)ethyl)-2-(2,6-dioxopiperidin-3-yl)isoindoline-1,3-dione C12(CC3CC(CC(C1)C3)C2)NCCN2CCN(CC2)CCC2=C3C(N(C(C3=CC=C2)=O)C2C(NC(CC2)=O)=O)=O